C(C1=CC=CC=C1)NC(=O)C=1N=C(SC1)CCNCC1=NC2=C(N1)C=CC(=C2)OC N-benzyl-2-(2-{[(5-methoxy-1H-1,3-benzodiazol-2-yl)methyl]amino}ethyl)-1,3-thiazole-4-carboxamide